(S)-6'-(1-amino-4-methoxy-1,3-dihydrospiro[indene-2,4'-piperidin]-1'-yl)-1'-methyl-2'-oxo-1',2'-dihydro-[3,3'-bipyridine]-2-carboxamide N[C@@H]1C2=CC=CC(=C2CC12CCN(CC2)C2=CC=C(C(N2C)=O)C=2C(=NC=CC2)C(=O)N)OC